ferrous hexafluoroantimonate F[Sb-](F)(F)(F)(F)F.[Fe+2].F[Sb-](F)(F)(F)(F)F